CN(C)[SiH2]C=C(CCOC)CCOC (dimethylamino)di(methoxyethyl)vinylsilane